3-cyclopropyl-1-((3,3-difluorocyclopentyl)methyl)-N-(2-(S-methylsulfonimidoyl)pyridin-4-yl)-4-(trifluoromethyl)-1H-pyrazole-5-carboxamide C1(CC1)C1=NN(C(=C1C(F)(F)F)C(=O)NC1=CC(=NC=C1)S(=O)(=N)C)CC1CC(CC1)(F)F